(1R,5S,6S)-6-ethynyl-3-((1-methylpiperidin-4-yl)sulfonyl)-3-azabicyclo[3.1.0]hexane C(#C)C1[C@@H]2CN(C[C@H]12)S(=O)(=O)C1CCN(CC1)C